C(#N)C=1C(=CC(=NC1)NC(N(C)C1=NC(=C(C=C1)CN1C(CN(CC1)C)=O)C=O)=O)OC1COCC1 3-(5-cyano-4-((tetrahydrofuran-3-yl)oxy)pyridin-2-yl)-1-(6-formyl-5-((4-methyl-2-oxopiperazin-1-yl)methyl)pyridin-2-yl)-1-methylurea